IC=1C=C(C=CC1)C=1NC(C=2N(C1)C=NC2)=O 6-(3-iodophenyl)imidazo[1,5-a]Pyrazin-8(7H)-one